C(C1=CC=CC=C1)(=O)OC(C)COC(C)COC(C1=CC=CC=C1)=O Dipropyleneglycol Dibenzoat